C(C1=CC=CC=C1)N1B(NC2=C3C1=CC=CC3=CC=C2)C=2C(=C3CC(CC3=C(C2C(C)C)C)(C(=O)OC)C(=O)OC)C (R)-dimethyl 5-(1-benzyl-1H-naphtho[1,8-de][1,3,2]diazaborinin-2(3H)-yl)-6-isopropyl-4,7-dimethyl-1,3-dihydro-2H-indene-2,2-dicarboxylate